1-Methyl-3-(2,6-Dimethyl-14-Octadecyldotriacontan-9-yl)-1H-Imidazol-3-ium Chlorid [Cl-].CN1C=[N+](C=C1)C(CCC(CCCC(C)C)C)CCCCC(CCCCCCCCCCCCCCCCCC)CCCCCCCCCCCCCCCCCC